methyl ((1R,3R)-3-(9-(1-cyclobutyl-1H-indazol-5-yl)-8-(1-methyl-1H-pyrazol-4-yl)-2-oxo-2,3,4,7-tetrahydro-1H-pyrrolo[3',2':5,6]pyrido[4,3-d]pyrimidin-1-yl)cyclopentyl)carbamate C1(CCC1)N1N=CC2=CC(=CC=C12)C1=C(NC2=C1C=1N(C(NCC1C=N2)=O)[C@H]2C[C@@H](CC2)NC(OC)=O)C=2C=NN(C2)C